P(=O)(OCON1C(C=C(C=C1C1CCCCC1)C)=O)(OCOC=1C=CC(=C2C=CC=NC12)[N+](=O)[O-])O (6-cyclohexyl-4-methyl-2-oxopyridin-1(2H)-yloxy)methyl (5-nitroquinolin-8-yloxy)methyl monohydrogen phosphate